C1(CC1)C=1N=NN(C1)[C@H](C(=O)N1[C@@H](C[C@H](C1)O)C(=O)NCC=1C(=NOC1)C(C)C)C(C)(C)C (2S,4R)-1-[(2S)-2-(4-cyclopropyltriazol-1-yl)-3,3-dimethyl-butanoyl]-4-hydroxy-N-[(3-isopropylisoxazol-4-yl)methyl]pyrrolidine-2-carboxamide